C(C)(C)(C)C1=CC=C(OC2=NC=CN=C2N2CCNCC2)C=C1 2-(4-tert-butylphenoxy)-3-(piperazin-1-yl)pyrazine